C(C)OC1=C(C(=CC(=C1)CN1CCC(CC1)C1CN(C1)C1=CC=C(C(=O)O)C=C1)OCC)C1=CC=C(C=C1)F 4-(3-(1-((2,6-diethoxy-4'-fluoro-[1,1'-biphenyl]-4-yl)methyl)piperidin-4-yl)azetidin-1-yl)benzoic acid